2-hydroxy-2-(4-hydroxy-3-(hydroxymethyl)phenylethyl)-6-(4-phenylbutoxy)hexan-1-aminium OC(C[NH3+])(CCCCOCCCCC1=CC=CC=C1)CCC1=CC(=C(C=C1)O)CO